1-Tert-butyl 4-[3-[1-(2,6-dioxo-3-piperidyl)-3-methyl-2-oxo-benzimidazol-4-yl]cyclobutoxy]piperidine-1-carboxylate O=C1NC(CCC1N1C(N(C2=C1C=CC=C2C2CC(C2)OC2CCN(CC2)C(=O)OC(C)(C)C)C)=O)=O